4-bromofuro[3,4-b]pyridin-5(7H)-one BrC1=C2C(=NC=C1)COC2=O